Bis-(2-hydroxynaphth-1-yl)methane OC1=C(C2=CC=CC=C2C=C1)CC1=C(C=CC2=CC=CC=C12)O